NC1=C(C=CC=C1)NC(C1=CC=C(C=C1)CNC1=NN2C(C(=N1)N1CCCCC1)=CC=C2)=O N-(2-aminophenyl)-4-[[[4-piperidinylpyrrolo[2,1-f][1,2,4]triazin-2-yl]amino]methyl]benzamide